OCCN1C=C(C[C@H](N)C(=O)O)C2=CC=CC=C12 1-(2-hydroxyethyl)-L-tryptophan